OC[C@H](C1=CC=CC=C1)NC1=CC(=NC=C1C1=NC(=NO1)C(C)(C)O)NC1=CC=C2C(=N1)CNC2=O (S)-2-((4-((2-hydroxy-1-phenylethyl)amino)-5-(3-(2-hydroxypropan-2-yl)-1,2,4-oxadiazol-5-yl)pyridin-2-yl)amino)-6,7-dihydro-5H-pyrrolo[3,4-b]pyridin-5-one